FC=1C(=NC(=NC1)N[C@H]1[C@@H](COCC1)O)C=1C=C2C(=C(C=NC2=CC1)C(=O)OCC)C(C)C ethyl 6-(5-fluoro-2-(((3S,4R)-3-hydroxytetrahydro-2H-pyran-4-yl)amino)pyrimidin-4-yl)4-isopropylquinoline-3-carboxylate